CC(C[C@@H]1[C@H](C[C@@H]2N(CCC3=CC(=C(C=C23)OC)O)C1)O)(C)C (2s,3s,11bs)-3-(2,2-dimethylpropyl)-10-methoxy-1h,2h,3h,4h,6h,7h,11bh-pyrido[2,1-a]isoquinoline-2,9-diol